COC=1C=C2C(=NC(=NC2=CC1OC)C)N[C@H](C)C1=CC(=CC=C1)C=1C=NC=C(C1)C 6,7-dimethoxy-2-methyl-N-{(1R)-1-[3-(5-methylpyridin-3-yl)phenyl]-ethyl}quinazolin-4-amine